copper (II) telluride [Cu]=[Te]